methyl 5-oxo-7-(((trifluoromethyl)sulfonyl)oxy)-1,2,3,5,8,8a-hexahydroindolizine-3-carboxylate O=C1N2C(CCC2CC(=C1)OS(=O)(=O)C(F)(F)F)C(=O)OC